N1=C(C=CC=C1)C(C)(N)C1=NC=CC=C1 1,1-bis(pyridin-2-yl)-1-aminoethane